C(#N)COC1=CC(=C(C=C1F)NS(=O)(=O)C1=CNC(=C1F)C1=CC=CC=C1)F N-[4-(cyanomethoxy)-2,5-difluorophenyl]-4-fluoro-5-phenyl-1H-pyrrole-3-sulfonamide